6-(2-(methoxymethoxy)phenyl)-4-(2,6-diazaspiro[3.3]heptan-2-yl)pyridazin-3-amine COCOC1=C(C=CC=C1)C1=CC(=C(N=N1)N)N1CC2(C1)CNC2